2-propylheptan-1-ol C(CC)C(CO)CCCCC